(2S)-2-amino-3-hydroxy-N-[2-methoxy-5-[(Z)-2-(3,4,5-trimethoxyphenyl)ethenyl]phenyl]propanamide N[C@H](C(=O)NC1=C(C=CC(=C1)\C=C/C1=CC(=C(C(=C1)OC)OC)OC)OC)CO